C1NCCC2=CC(=CC=C12)NC(OCC1=CC=CC=C1)=O Benzyl (1,2,3,4-tetrahydroisoquinolin-6-yl)carbamate